ClC1=NC=C(C(=N1)OC1=NC=CC(=C1F)C1=CC=2C(NCCC2N1)=O)C=1N=C(OC1)[Si](C(C)C)(C(C)C)C(C)C 2-[2-({2-chloro-5-[2-(triisopropylsilyl)-1,3-oxazol-4-yl]pyrimidin-4-yl}oxy)-3-fluoropyridin-4-yl]-1H,5H,6H,7H-pyrrolo[3,2-c]pyridin-4-one